CCOC(=O)C1=NN2C(NC(=C(C2C2=CC(=C(C=C2)C(F)(F)F)F)C(=O)OC(C)(C)C)C)=C1 7-(3-fluoro-4-(trifluoromethyl)phenyl)-5-methyl-4,7-dihydropyrazolo[1,5-a]Pyrimidine-2,6-dicarboxylic acid 6-(tert-butyl) 2-ethyl ester